CC1(CN(CCC1)C1=C2C(=NC=C1)NC=C2C=2C=NC=NC2)N 3-methyl-1-(3-pyrimidin-5-yl-1H-pyrrolo[2,3-b]pyridin-4-yl)piperidin-3-amine